4-(5-fluoro-2-oxo-2,3-dihydro-1H-benzo[d]imidazol-1-yl)piperidine-1-carboxylic acid tert-butyl ester C(C)(C)(C)OC(=O)N1CCC(CC1)N1C(NC2=C1C=CC(=C2)F)=O